C(C)(C)NC1=CC=C(C=N1)N1C(NC2=C1C=CC=C2)=O 1-(6-(isopropylamino)pyridin-3-yl)-1H-benzo[d]imidazol-2(3H)-one